CC(=CCC=1C(=C(C(=O)N2CC(CC2)=O)C(=CC1O)CCCCC)O)CCC=C(C)C 1-(3-(3,7-dimethylocta-2,6-dien-1-yl)-2,4-dihydroxy-6-pentylbenzoyl)pyrrolidin-3-one